9-hydroxy-5,9-dimethyl-4-decenal OC(CCCC(=CCCC=O)C)(C)C